BrC=1C(=CC(=C(OCCCN2CCCC2)C1)C=1OC2=C(C=CC=C2C(C1)=O)Cl)OC (3S)-1-[3-[5-Bromo-2-(8-chloro-4-oxochromen-2-yl)-4-methoxyphenoxy]propyl]pyrrolidin